Z-fluorene-9-carboxamide methanesulfonate CS(=O)(=O)O.C1=CC=CC=2C3=CC=CC=C3C(C12)C(=O)N